2-fluoro-6-[(2-hydroxy-3-methoxybenzyl)amino]-9-(oxepan-2-yl)-9H-purine FC1=NC(=C2N=CN(C2=N1)C1OCCCCC1)NCC1=C(C(=CC=C1)OC)O